CCCCCCCCCCCCCCCCCC(=O)NCCNC(=O)CCCCCCCCCCCCCCCCC n,n'-ethylenebisstearamide